O1C(OC=C1)=S [1,3]Dioxole-2-thione